3,4-dimethoxy-5-propoxy-phenethylamine COC=1C=C(CCN)C=C(C1OC)OCCC